FC(CC1(CN2C(C=3C=CC(=CC13)C)=NC1=C2C=CC=C1)C)F 5-(2,2-difluoroethyl)-3,5-dimethyl-5,6-dihydrobenzo[4,5]imidazo[2,1-a]isoquinoline